C/C(/C(=O)O)=C\C1=C(C=C(C(=C1)OC)OC)OC (E)-2-methyl-3-(2,4,5-trimethoxyphenyl)acrylic acid